CN1N=CC=C1C1=CNC(C2=CC(=CC=C12)OCC(=O)N)=O 2-((4-(1-methyl-1H-pyrazol-5-yl)-1-oxo-1,2-dihydroisoquinolin-7-yl)oxy)acetamide